NC1=CC(=NC(=N1)C)NCCO 2-((6-amino-2-methylpyrimidin-4-yl)amino)ethan-1-ol